1-(2-hydroxyethyl)-1-methyl-guanidine phosphate P(=O)(O)(O)O.OCCN(C(=N)N)C